C(C)C(C(=O)O)(CC(=O)O)CC 2,2-diethylbutanedioic acid